C(C)(C)(C)C1=CC=C(OCC(=O)NCCNC(COC2=CC=C(C=C2)C(C)(C)C)=O)C=C1 (4-tert-butylphenoxy)-N-(2-{[(4-tert-butylphenoxy)acetyl]amino}ethyl)acetamide